(S)-3-(1H-benzo[d]imidazol-5-yl)-4-(4-(4,4-difluorocyclohexyl)-3-fluorophenyl)oxazolidin-2-one N1C=NC2=C1C=CC(=C2)N2C(OC[C@@H]2C2=CC(=C(C=C2)C2CCC(CC2)(F)F)F)=O